[C@H]12CNC[C@H](CC1)N2C2=NC(=NC1=C(C(=C(C=C21)C=C)C2=CC=C(C1=C2N=C(S1)N)F)F)OC[C@]12CCCN2C[C@@H](C1)F 4-(4-((1R,5S)-3,8-diazabicyclo[3.2.1]octan-8-yl)-8-fluoro-2-(((2R,7aS)-2-fluorotetrahydro-1H-pyrrolizin-7a(5H)-yl)methoxy)-6-vinylquinazolin-7-yl)-7-fluorobenzo[d]thiazol-2-amine